Methyl (3S)-2-[2-methyl-6-(trifluoromethyl) pyrimidin-4-yl]-1,1-dioxo-1,2-thiazolidine-3-carboxylate CC1=NC(=CC(=N1)N1S(CC[C@H]1C(=O)OC)(=O)=O)C(F)(F)F